FC=1C(=NC(=NC1)NC1=CC=C(C=C1)N1CCN(CC1)C)C=1C=NN(C1)C1CCN(CC1)CCC 5-fluoro-N-(4-(4-methylpiperazin-1-yl)phenyl)-4-(1-(1-propylpiperidin-4-yl)-1H-pyrazol-4-yl)pyrimidin-2-amine